C(C)(C)N1N=NC2=C1C=CC(=C2)C2=NOC(=N2)C2=C(C=CC=C2)C(F)(F)F 3-(1-isopropyl-benzotriazol-5-yl)-5-[2-(trifluoromethyl)phenyl]-1,2,4-oxadiazole